1-Amino-2-nonanol NCC(CCCCCCC)O